O(C1=CC=CC=C1)CC(CC)OC1=CC=CC=C1 1,2-diphenoxybutane